tert-Butyl-(1R,5S)-2-(cyclopropanecarbonyl)-3-((trimethylsilyl)ethynyl)-2,6-diazabicyclo[3.2.1]octane C(C)(C)(C)[C@@]12N(C(C[C@H](NC1)C2)C#C[Si](C)(C)C)C(=O)C2CC2